N1=BC=CC=C1 Azaborinine